2-((3R,4R)-4-((benzyloxy)methyl)-2-oxo-1-((R)-1-phenylethyl)pyrrolidin-3-yl)acetonitrile C(C1=CC=CC=C1)OC[C@@H]1[C@H](C(N(C1)[C@H](C)C1=CC=CC=C1)=O)CC#N